4-chloro-2-(methylthio)aniline CARBON [C].ClC1=CC(=C(N)C=C1)SC